C(C)(C)(C)OC(=O)N1C(C=2N(CC1)C(=CN2)Br)C 3-bromo-8-methyl-6,8-dihydro-5H-imidazo[1,2-a]pyrazine-7-carboxylic acid tert-butyl ester